3-((3-((3R,5R)-5-(5-chloropyridin-2-yl)tetrahydrofuran-3-yl)-1,2,4-oxadiazol-5-yl)methyl)-5-methylpyrazolo[5,1-f][1,2,4]triazin-4(3H)-one ClC=1C=CC(=NC1)[C@H]1C[C@@H](CO1)C1=NOC(=N1)CN1C=NN2C(C1=O)=C(C=N2)C